3-(3,4-dihydroxyphenyl)propanamidol OC=1C=C(C=CC1O)CCCN